2-[3-(3,5-difluorophenyl)ureido]-4-fluoro-N-(3-hydroxy-propyl)benzamide FC=1C=C(C=C(C1)F)NC(NC1=C(C(=O)NCCCO)C=CC(=C1)F)=O